C(C)(C)(C)OC(NC1=NC(=NS1)C1=C(C=NN1C)C)=O 3-(1,4-Dimethyl-1H-pyrazol-5-yl)-1,2,4-thiadiazol-5-ylcarbamic acid tert-butyl ester